(S)-N-(5-(5-((1-methoxypropan-2-yl)oxy)benzo[d]oxazol-2-yl)-8-(methylamino)-2,7-naphthyridin-3-yl)cyclopropanecarboxamide COC[C@H](C)OC=1C=CC2=C(N=C(O2)C2=C3C=C(N=CC3=C(N=C2)NC)NC(=O)C2CC2)C1